Cis-4-(4-(4-(dimethoxymethyl)piperidin-1-yl)-3-fluorophenyl)-3-(2-fluorophenyl)chroman COC(C1CCN(CC1)C1=C(C=C(C=C1)[C@@H]1[C@@H](COC2=CC=CC=C12)C1=C(C=CC=C1)F)F)OC